FC(OC1=CC=NN1C1CC(C1)O)F (1s,3s)-3-(5-(difluoromethoxy)-1H-pyrazol-1-yl)cyclobutan-1-ol